C(C)(C)OC(=O)C1CN(C2=CC=CC=C12)C1=NC(=NC=C1Cl)NC1=C(C=C2CCN(CC2=C1)C)OC (5-chloro-2-((6-methoxy-2-methyl-1,2,3,4-tetrahydroisoquinolin-7-yl)amino)pyrimidin-4-yl)indoline-3-carboxylic acid isopropyl ester